tert-butyl 4-(2,2-dimethyl-3-((3-(trifluoromethyl) pyridin-2-yl) oxy) propanamido)-3,3-difluoropyrrolidine-1-carboxylate CC(C(=O)NC1C(CN(C1)C(=O)OC(C)(C)C)(F)F)(COC1=NC=CC=C1C(F)(F)F)C